N-methyl-p-methoxyaniline CNC1=CC=C(C=C1)OC